3-isocyano-propionitrile [N+](#[C-])CCC#N